C(#N)C=1N=C(NC1C#N)C(F)(F)F.[K] potassium 4,5-dicyano-2-trifluoromethylimidazole